4-(2-(benzyloxy)-6-fluorophenyl)-N-(3-chloro-5-(methylsulfonamido)phenyl)-5-methylthiophene-2-carboxamide C(C1=CC=CC=C1)OC1=C(C(=CC=C1)F)C=1C=C(SC1C)C(=O)NC1=CC(=CC(=C1)NS(=O)(=O)C)Cl